FC1(CCC2=C(C=CC=C12)[C@@H](C)NC(=O)C1=CC(=C(C2=CNN=C12)OC)C1NCOC1)F N-[(1R)-1-(1,1-difluoro-2,3-dihydro-1H-inden-4-yl)ethyl]-4-methoxy-5-(oxazolidin-4-yl)-2H-indazole-7-carboxamide